(4-chlorophenoxy)-3-iodobenzene ClC1=CC=C(OC2=CC(=CC=C2)I)C=C1